sodium 7,10,13-octadecatrienoate C(CCCCCC=CCC=CCC=CCCCC)(=O)[O-].[Na+]